N-(P(S)-(1-naphthoxy)(pentafluorophenoxy)phosphinyl)-L-alanine methyl ester COC([C@@H](N[P@](=O)(OC1=CC=CC2=CC=CC=C12)OC1=C(C(=C(C(=C1F)F)F)F)F)C)=O